4-propyl-1-{[2-(trifluoromethyl)-1H-benzimidazol-1-yl]methyl}pyrrolidin-2-one Tert-butyl-(1-(2,3-difluorophenyl)-2-oxocyclohexyl)carbamate C(C)(C)(C)N(C(O)=O)C1(C(CCCC1)=O)C1=C(C(=CC=C1)F)F.C(CC)C1CC(N(C1)CN1C(=NC2=C1C=CC=C2)C(F)(F)F)=O